3-(4-fluoropyridin-3-yl)pyrrolidine-1-carboxylic acid tert-butyl ester C(C)(C)(C)OC(=O)N1CC(CC1)C=1C=NC=CC1F